2-(1-(piperazin-1-yl)ethyl)naphtho[2,3-b]furan-4,9-dione N1(CCNCC1)C(C)C1=CC2=C(O1)C(C1=CC=CC=C1C2=O)=O